ClC1=CC2=C(NC(=N2)N2N=C(C(=C2O)CCC2=CC=C(C=C2)F)C2=CC=C(C=C2)CCCOCCOCCOCC(=O)O)C=C1 2-{2-[2-(3-{4-[1-(5-chloro-1H-1,3-benzodiazol-2-yl)-4-[2-(4-fluorophenyl)ethyl]-5-hydroxy-1H-pyrazol-3-yl]phenyl}propoxy)ethoxy]ethoxy}acetic acid